C(C1=CC=C(CN=C=O)O1)C1=CC=C(CN=C=O)O1 5,5'-methylenedifurfuryl isocyanate